3-hydroxy-2-methylbenzeneFormic acid OC=1C(=C(C=CC1)C(=O)O)C